5-(4-cyclopropyl-6-methoxy-pyrimidin-5-yl)-7-[[3-fluoro-4-[1-methyl-4-(trifluoromethyl)imidazol-2-yl]phenyl]methoxy]thiazolo[5,4-d]pyrimidine C1(CC1)C1=NC=NC(=C1C=1N=C(C2=C(N1)SC=N2)OCC2=CC(=C(C=C2)C=2N(C=C(N2)C(F)(F)F)C)F)OC